OCC=1C=CC(=C(C(=O)C2=CC=CC=C2)C1)B1OC(C(O1)(C)C)(C)C 5-hydroxymethyl-2-(4,4,5,5-tetramethyl-1,3,2-dioxaborolan-2-yl)-benzophenone